N-((3-(((cyclobutylmethyl)amino)methyl)-1H-indol-6-yl)methyl)-4-oxo-4H-pyrido[1,2-a]pyrimidine-2-carboxamide C1(CCC1)CNCC1=CNC2=CC(=CC=C12)CNC(=O)C=1N=C2N(C(C1)=O)C=CC=C2